N(=NC(C#N)(CC)C(C)C)C(C#N)(CC)C(C)C 2,2'-azobis(2-isopropylbutyronitrile)